Cl.NC1=C(CNC2=C(C=CC=C12)C1=C(C=CC(=C1)OCC=1N=CN(C1)C)F)C(=O)NCCC 4-Amino-8-(2-fluoro-5-((1-methyl-1H-imidazol-4-yl)methoxy)phenyl)-N-propyl-1,2-dihydroquinoline-3-carboxamide hydrochloride